ClC1=C(C=CC(=C1)F)C1N=C(NC=C1C(=O)OC)C=1SC=CN1 methyl 4-(2-chloro-4-fluoro-phenyl)-2-thiazol-2-yl-1,4-dihydropyrimidine-5-carboxylate